S1C2=C(C(=C1)C=1C=C(C=CC1)C(C(=O)N1CC3=C(N=C(NC3=O)C3(CC3)C3=CC=CC=C3)CC1)O)C=CC=C2 6-(2-(3-(benzo[b]thiophen-3-yl)phenyl)-2-hydroxyacetyl)-2-(1-phenylcyclopropyl)-5,6,7,8-tetrahydropyrido[4,3-d]pyrimidin-4(3H)-one